C(C)(C)(C)OC(=O)N1CC(CC1)C1=CC=C2C3=C(N(C2=C1)C(=O)OC(C)(C)C)N=CN=C3C3=CC(=C(C=C3)[C@@H](C)NC(=O)C3=NC(=NO3)C(C)(C)C)C tert-butyl 7-(1-(tert-butoxycarbonyl)pyrrolidin-3-yl)-4-(4-((R)-1-(3-(tert-butyl)-1,2,4-oxadiazole-5-carboxamido)ethyl)-3-methylphenyl)-9H-pyrimido[4,5-b]indole-9-carboxylate